COC=1C=CC=2N(C3=CC=C(C=C3SC2C1)[N+](=O)[O-])C(=O)OC(C)(C)C tert-Butyl 3-Methoxy-7-nitro-10H-phenothiazin-10-carboxylate